ClC1=CC=C(S1)CN1CCC2=CC(=C(C=C12)[N+](=O)[O-])NC(CC1=CC=C(C=C1)F)=O N-[1-(5-Chlorothiophen-2-ylmethyl)-6-nitro-2,3-dihydro-1H-indol-5-yl]-2-(4-fluorophenyl)-acetamide